S1CC=CC1=O thiophen-5-one